C(=O)C1=C2C=CN(C2=C(C=C1OC)C)C(=O)OCCCC butyl 4-formyl-5-methoxy-7-methyl-1H-indole-1-carboxylate